divinyl-bisphenol A C(=C)C=1C(=C(O)C=CC1C(C)(C)C1=CC=C(C=C1)O)C=C